C(C1=CC=CC=C1)N(C=1C(=C(NC2CCC(CC2)C(=O)NC2=CC(=C(C=C2)C)OC)C=CC1)[N+](=O)[O-])CC1=CC=CC=C1 4-[3-(dibenzylamino)-2-nitro-anilino]-N-(3-methoxy-4-methyl-phenyl)cyclohexanecarboxamide